(R)-3-(5-(3-((cyclobutylmethyl)amino)piperidin-1-yl)pyridin-2-yl)-N-(1-methyl-2-oxo-6-(pyrrolidin-1-yl)-1,2-dihydropyridin-4-yl)oxetane-3-carboxamide C1(CCC1)CN[C@H]1CN(CCC1)C=1C=CC(=NC1)C1(COC1)C(=O)NC1=CC(N(C(=C1)N1CCCC1)C)=O